CN1N=C(C=C1)C=1C(=CC(=NC1)NC(C)=O)NC1=NC(=CC2=C1CCCO2)S(=O)(=O)C N-(5-(1-methyl-1H-pyrazol-3-yl)-4-((7-(methylsulfonyl)-3,4-dihydro-2H-pyrano[3,2-c]pyridin-5-yl)amino)pyridin-2-yl)acetamide